COC=1C=C(C=CC1)[C@H]1C[C@H]([C@H]2[C@@H]1OC(O2)(C)C)N2C=C(C1=C2N=C(N=C1N)Cl)C1=NN(C=C1)C 7-[(3aS,4R,6R,6aR)-6-(3-methoxyphenyl)-2,2-dimethyl-tetrahydro-3aH-cyclopenta[d][1,3]dioxol-4-yl]-2-chloro-5-(1-methylpyrazol-3-yl)pyrrolo[2,3-d]pyrimidin-4-amine